OC1=CC=C(C(=O)OC(C=C)(CC\C=C(/CC)\C)C)C=C1 (Z)-3,7-dimethylnona-1,6-dien-3-yl 4-hydroxybenzoate